BrC=1C=C(C(=C(NC[C@H]2OCC2)C1)[N+](=O)[O-])F 5-bromo-3-fluoro-2-nitro-N-[(2S)-oxetan-2-ylmethyl]aniline